cis-tert-butyl 3-[2-(benzylamino) ethoxy]Cyclobutane-1-carboxylate C(C1=CC=CC=C1)NCCO[C@H]1C[C@H](C1)C(=O)OC(C)(C)C